OCC=1N=CN(C1)C(=O)OC(C)(C)C tert-butyl 4-(hydroxymethyl)imidazole-1-carboxylate